(R)-5-chloro-4-(cyclopentylmethoxy)-2-fluoro-N-((2-methylpyrrolidin-1-yl)sulfonyl)benzamide ClC=1C(=CC(=C(C(=O)NS(=O)(=O)N2[C@@H](CCC2)C)C1)F)OCC1CCCC1